N1N=NN=C1CCCCCCCCCCCCCCCC(=O)S(=O)(=O)CCCC(=O)O 4-(16-1H-tetrazol-5-yl-hexadecanoylsulfonyl)butanoic acid